ClC1=C(C=C(C=C1)C=1CC(C(N(N1)C1=CC(=CC=C1)F)=O)C(=O)OC)F methyl 6-(4-chloro-3-fluorophenyl)-2-(3-fluorophenyl)-3-oxo-2,3,4,5-tetrahydropyridazine-4-carboxylate